ClC=1C=C(NC1)C1=NOC(=N1)[C@@H]1CC[C@@H]2COC3=C(C(N2C1)=O)C=CC=C3 (6aR,9R)-9-[3-(4-chloro-1H-pyrrol-2-yl)-1,2,4-oxadiazol-5-yl]-6,6a,7,8,9,10-hexahydro-12H-pyrido[2,1-c][1,4]benzoxazepin-12-one